tert-butyl 3-((4-((3-chloro-2-fluorophenyl)amino)quinazolin-6-yl)oxy)azetidine-1-carboxylate ClC=1C(=C(C=CC1)NC1=NC=NC2=CC=C(C=C12)OC1CN(C1)C(=O)OC(C)(C)C)F